ClC=1C=C(CC2=NOC(=N2)C2=CC=C(CNC(OC(C)(C)C)=O)C=C2)C=CC1 tert-Butyl (4-(3-(3-chlorobenzyl)-1,2,4-oxadiazol-5-yl)benzyl)carbamate